BrC1=CC(=C(C=C1)N1N=CC(=C1)C(=O)NCC1=NC(=NN1)C(C(F)(F)F)(C)C)C 1-(4-bromo-2-methyl-phenyl)-N-[[3-(2,2,2-trifluoro-1,1-dimethyl-ethyl)-1H-1,2,4-triazol-5-yl]methyl]pyrazole-4-carboxamide